C1(CCCCC1)[C@H](CC#N)N1N=CC(=C1)C=1C2=C(N=CN1)NC=C2 (3S)-3-cyclohexyl-3-[4-(7H-pyrrolo[2,3-d]pyrimidin-4-yl)-1H-pyrazol-1-yl]propanenitrile